FC1=C2C(OC(C2=CC=C1F)=O)O 4,5-difluoro-3-hydroxyisobenzofuran-1(3H)-one